ClC1=NC(=NS1)CC1=C(C=C(C=C1F)C1=CC=CC=C1)F 5-chloro-3-((3,5-difluoro-[1,1'-biphenyl]-4-yl)methyl)-1,2,4-thiadiazole